C(#N)C(C#CC(=O)O)(C)SC(=S)C1=CC=CC=C1 4-cyano-4-(phenylthiocarbonylthio)pentynoic acid